1-(2,2-diethoxyethyl)-1H-pyrrole-2-carboxamide C(C)OC(CN1C(=CC=C1)C(=O)N)OCC